C(C)OC(=O)C1CC2=CC(=CC(=C2C1)C#N)O 4-cyano-6-hydroxy-2,3-dihydro-1H-indene-2-carboxylic acid ethyl ester